5-(oxetan-3-ylmethyl)pyridine-2-carboxylic acid methyl ester COC(=O)C1=NC=C(C=C1)CC1COC1